[Zn].[Li] Lithium zinc